COC=1C=C(C=C2C=C(C=NC12)C)C(=O)N 8-Methoxy-3-Methylquinoline-6-Carboxamide